C12(CC3CC(CC(C1)C3)C2)OS(=O)(=O)C(C)(OF)OF 1-adamantyl-(1',1'-difluorooxyethyl)sulfonic acid